C=CCN(CC=C)C(=O)C=C N,N-diallylacrylamide